C(C)(C)(C)OC(C[C@@H](C(=O)O)NC(=O)OCC1C2=CC=CC=C2C=2C=CC=CC12)=O (2S)-4-tert-butoxy-2-(9H-fluoren-9-ylmethoxycarbonylamino)-4-oxo-butanoic acid